C1(=CC=CC=C1)S(=O)(=O)OC(CCC(C)(OC(C1=CC=CC=C1)=O)C)(C)C 2,5-dimethyl-2,5-hexanediol benzoate benzenesulfonate